FC1=C2CCN(C2=CC(=C1)N1CCCC1)C(CCCCCC(=O)OC)=O methyl 7-(4-fluoro-6-(pyrrolidin-1-yl) indolin-1-yl)-7-oxoheptanoate